CN([C@H]1CN(CCOC1)C=1C=CC(=NC1)NC=1C=CC(=C2CNC(C12)=O)C1=CN=C2N1C=CC(=C2)F)C (S)-7-((5-(6-(dimethyl-amino)-1,4-oxazepan-4-yl)pyridin-2-yl)amino)-4-(7-fluoro-imidazo[1,2-a]pyridin-3-yl)isoindolin-1-one